NC1=NC=CC(=C1)C1=NC(=CC(=N1)C1S(CCC1)(=NC)=O)N1[C@@H](COCC1)C 2-(2-(2-aminopyridin-4-yl)-6-((R)-3-methylmorpholino)-pyrimidin-4-yl)-1-(methylimino)tetrahydro-1H-1λ6-thiophene 1-oxide